4-(6-amino-8-fluoro-2-(((2R,7aS)-2-fluorotetrahydro-1H-pyrrolizin-7a(5H)-yl)methoxy)-4-(1,4-oxazepan-4-yl)quinazolin-7-yl)-5-ethyl-6-fluoronaphthalen-2-ol NC=1C=C2C(=NC(=NC2=C(C1C1=CC(=CC2=CC=C(C(=C12)CC)F)O)F)OC[C@]12CCCN2C[C@@H](C1)F)N1CCOCCC1